S(=O)(=O)([O-])C1=CC=C(C)C=C1.C(CCC)N1C=[N+](C=C1)C 1-butyl-3-methyl-imidazolium tosylate